(2R)-2-[4-(2-chlorophenyl)-2-oxo-chromen-7-yl]oxypropionic acid isopropyl ester C(C)(C)OC([C@@H](C)OC1=CC=C2C(=CC(OC2=C1)=O)C1=C(C=CC=C1)Cl)=O